NC1=NC=CC=2N1C(=NC2C2CN(CCC2)CC#CC)C2=C(C=C(C(=O)NC1=NC=CC(=C1)C#N)C=C2)C(F)(F)F 4-(5-amino-1-(1-(but-2-ynyl)piperidin-3-yl)imidazo[1,5-c]pyrimidin-3-yl)-N-(4-cyanopyridin-2-yl)-3-(trifluoromethyl)benzamide